2-Hydroxy-5-methyl-m-xylylene glycol OC1=C(C=C(C=C1CO)C)CO